CS(=O)(=O)CCN1N=C2C=C(C(=CC2=C1)[N+](=O)[O-])N1CCOCC1 4-(2-(2-(methylsulfonyl)ethyl)-5-nitro-2H-indazol-6-yl)morpholine